C(C)(C)(C)OC(=O)N1[C@H](C[C@@H](C1)OC1=CC(=C(C=C1)OC(F)F)OCC1CC1)COS(=O)(=O)C (2R,4S)-4-(3-(cyclopropylmethoxy)-4-(difluoromethoxy)phenoxy)-2-((methylsulfonyloxy)methyl)pyrrolidine-1-carboxylic acid tert-butyl ester